O[C@H]1C[C@H](CC1)NCC1=CC=C(S1)C=1C=C(C=CC1)[C@@H](C)NC(=O)C1=C(C=C2C=NNC2=C1)C N-((R)-1-(3-(5-((((1S,3R)-3-Hydroxycyclopentyl)amino)methyl)thiophen-2-yl)phenyl)ethyl)-5-methyl-1H-indazole-6-carboxamide